OCC1=NC=C(C=C1)C(N(CC)C)=O 2-hydroxymethyl-5-(N-methyl-N-ethylcarbamoyl)pyridine